N(=[N+]=[N-])CCOCCOCCOC1CCN(CC1)C(=O)OC(C)(C)C tert-butyl 4-[2-[2-(2-azidoethoxy)ethoxy]ethoxy]piperidine-1-carboxylate